(6-(trifluoromethoxy)pyridin-3-yl)boronic acid FC(OC1=CC=C(C=N1)B(O)O)(F)F